4-(4-formyloxy-1H-imidazol-1-yl)benzonitrile C(=O)OC=1N=CN(C1)C1=CC=C(C#N)C=C1